1,6-dicyclopropyl-N-(1-(3,4,5-trimethoxyphenyl)-1H-imidazol-4-yl)-1H-pyrazolo[3,4-d]pyrimidin-4-amine C1(CC1)N1N=CC=2C1=NC(=NC2NC=2N=CN(C2)C2=CC(=C(C(=C2)OC)OC)OC)C2CC2